(E)-3-(4-bromobenzylidene)-2-(4-bromophenyl)-2,3-dihydro-4H-1-benzopyran-4-one BrC1=CC=C(\C=C\2/C(OC3=C(C2=O)C=CC=C3)C3=CC=C(C=C3)Br)C=C1